2-((tert-butoxycarbonyl)amino)-5-(4,4,5,5-tetramethyl-1,3,2-dioxaborolan-2-yl)pent-4-enoate C(C)(C)(C)OC(=O)NC(C(=O)[O-])CC=CB1OC(C(O1)(C)C)(C)C